NC1=C(C=C(C=N1)C=1C=C(C=CC1C)S(=O)(=O)NC12COC(C1)(C2)CO)C=2C(=NN(C2)C)C 3-(6-amino-5-(1,3-dimethyl-1H-pyrazol-4-yl)pyridin-3-yl)-N-(1-(hydroxymethyl)-2-oxabicyclo[2.1.1]hexan-4-yl)-4-methylbenzenesulfonamide